CO[Si](C(C[Si](OC)(OC)OC)[Si](OC)(OC)OC)(OC)OC 1,1,2-tris(trimethoxysilyl)ethane